N[C@H](CC1=C(C=2N=C(N=C(C2S1)NCC=1SC=CC1)Cl)C)C 6-[(2S)-2-aminopropyl]-2-chloro-7-methyl-N-(2-thienylmethyl)thieno[3,2-d]Pyrimidin-4-amine